3-(4-Methyl-1-phenylpiperidin-2-yl)-1-phenyl-1H-pyrrole-2,5-dione CC1CC(N(CC1)C1=CC=CC=C1)C=1C(N(C(C1)=O)C1=CC=CC=C1)=O